5-[6-chloro-3-[1-(2-isopropyl-3,6-dimethyl-4-oxo-chromen-8-yl)ethylamino]-2-pyridyl]-2-hydroxy-benzaldehyde ClC1=CC=C(C(=N1)C=1C=CC(=C(C=O)C1)O)NC(C)C=1C=C(C=C2C(C(=C(OC12)C(C)C)C)=O)C